COC1=NC(=CC=C1NC(=O)[C@@H]1NCCC1)NC1=CC=CC=2OCC(OC21)CNC(=O)C=2OC(=CC2)CN2CCN(CC2)C (R)-2-{2-Methoxy-6-[3-({[5-(4-methyl-piperazin-1-ylmethyl)-furan-2-carbonyl]-amino}-methyl)-2,3-dihydro-benzo[1,4]dioxin-5-ylamino]-pyridin-3-ylcarbamoyl}-pyrrolidin